2-[(2S)-2-aminopropyl]-3-bromo-5-chloro-N-[(furan-2-yl)methyl]thieno[3,2-b]pyridin-7-amine dihydrochloride Cl.Cl.N[C@H](CC1=C(C2=NC(=CC(=C2S1)NCC=1OC=CC1)Cl)Br)C